C(#N)C1=C(C=C(C=N1)N1C(N(C(C1=O)(C)C)C1CCC(CC1)OCCC1CC(N(C(C1)C)C(=O)OC(C)(C)C)C)=S)C(C)(F)F tert-butyl 4-(2-(((1r,4R)-4-(3-(6-cyano-5-(1,1-difluoroethyl)pyridin-3-yl)-5,5-dimethyl-4-oxo-2-thioxoimidazolidin-1-yl)cyclohexyl)oxy)ethyl)-2,6-dimethylpiperidine-1-carboxylate